BrC1=CC2=C(N=C(O2)C[C@@H](C(=O)NC2(CC2)C#N)NC(=O)C=2N(N=C(C2)C2(CC2)C)C2CC2)C=C1 (2S)-3-(6-bromo-1,3-benzoxazol-2-yl)-N-(1-cyanocyclopropyl)-2-{[2-cyclopropyl-5-(1-methylcyclopropyl)pyrazol-3-yl]formamido}propanamide